2H-triazole C1=NNN=C1